FC1=CC=C(OC2=CC=C(\C=C/3\C(=C(C4=CC(=CC=C34)C(C)C)CC(=O)O)C)C=C2)C=C1 (Z)-2-(1-(4-(4-fluorophenoxy)benzylidene)-5-isopropyl-2-methyl-1H-inden-3-yl)acetic acid